C(C)C1=CC2=C(C3=CC=CC=C3C(=C2C=C1)OCCCCCCCCCCCCCCCCCCCCC(=O)OC(C)(C)C)OCCCCCCCCCCCCCCCCCCCCC(=O)OC(C)(C)C 2-ethyl-9,10-bis(tert-butoxycarbonyleicosyleneoxy)anthracene